C(C)S(=O)(=O)C=1C(=NC2=CC3=C(C=C2C1C1=CC=C(C=C1)F)C=NN3)C3=C(C=C(C(=O)O)C=C3)OC 4-[6-ethylsulfonyl-5-(4-fluorophenyl)-1H-pyrazolo[4,3-g]Quinolin-7-yl]-3-methoxy-benzoic acid